C(C)(C)(C)[Si](C1=CC=CC=C1)(C1=CC=CC=C1)OC(=C)C(F)F tert-butyl-((3,3-difluoroprop-1-en-2-yl)oxy)diphenylsilane